ClC=1C=C(C=CC1F)C=1N=C(SC1F)NS(=O)(=O)C1=NC=C(C=C1C1=CC=CC=C1)/N=C/C1=C(C(=CC=C1)OC)O (E)-N-(4-(3-chloro-4-fluorophenyl)-5-fluorothiazol-2-yl)-5-((2-hydroxy-3-methoxybenzylidene)amino)-3-phenylpyridine-2-sulfonamide